O1COC2=C1C=CC(=C2)C(C)C2N(CCNC2)N2N=C(SC2)NCCC 4-(1-(benzo[d][1,3]dioxol-5-yl)ethylpiperazin-1-yl)-N-propyl-1,3,4-thiadiazol-2-amine